2-(azepan-1-yl)-N-(5-methyl-3-pyridyl)-5-(tri-fluoromethyl)-pyridine-3-carboxamide N1(CCCCCC1)C1=NC=C(C=C1C(=O)NC=1C=NC=C(C1)C)C(F)(F)F